2-methyl-N-(N-methylaminosulfonyl)propionamide CC(C(=O)NS(=O)(=O)NC)C